N-Methyl-3-(triethoxysilyl)-N-[3-(triethoxysilyl)propyl]-1-propanamine CN(CCC[Si](OCC)(OCC)OCC)CCC[Si](OCC)(OCC)OCC